OC[C@@H]1[C@@H](C[C@@]2(CCCN12)C(=O)OC)C(=O)OC(C)(C)C 2-(tert-butyl) 7a-methyl (2R,3S,7aS)-3-(hydroxymethyl)tetrahydro-1H-pyrrolizine-2,7a(5H)-dicarboxylate